C(C=C)(=O)NC=1C=NNC1 4-acrylamido-1H-pyrazole